C(C)O[C@@H]1C[C@H](N(C1)C(CCC=C)=O)C(=O)O (2s,4r)-4-ethoxy-1-(pent-4-enoyl)pyrrolidine-2-carboxylic acid